C1=CC=C(C=C1)N2C3=CC=CC=C3C4=CC=CC=C42 N-phenylcarbazole